C(C)N1C(=NN(C1=O)C1=NC(=C(C(=O)NC=2C(=NOC2)C)C=C1F)O[C@H](C(F)(F)F)C)CO (S)-6-(4-Ethyl-3-(hydroxymethyl)-5-oxo-4,5-dihydro-1H-1,2,4-triazol-1-yl)-5-fluoro-N-(3-methylisoxazol-4-yl)-2-((1,1,1-trifluoropropan-2-yl)oxy)nicotinamide